B(C1=CC=C(C=C1)S(=O)(=O)NC(=O)C(C)C)(O)O 4-(N-ISOBUTYRYLSULFAMOYL)PHENYLBORONIC ACID